CC=1C=C(C=C(C1OCC1OC1)C)C1=CC(=C(C(=C1)C)OCC1OC1)C 2,2'-((3,3',5,5'-tetramethyl-(1,1'-biphenyl)-4,4'-diyl)-bis(oxymethylene))-bis-oxirane